ClC=1N=C(C2=C(N1)CCCS2(=O)=O)NC2=CC=C(C=C2)CC(=O)OCC ethyl 2-(4-((2-chloro-5,5-dioxido-7,8-dihydro-6H-thiopyrano[3,2-d]pyrimidin-4-yl)amino)phenyl)acetate